azepino[3,2,1-hi]indole-2-carboxylic acid C1=C(N2C3=C(C=CC=C13)C=CC=C2)C(=O)O